C(C)(C)(C)CC(C)(C)OC(=O)N(C(O)=O)C1=NC(=CC=C1)CN(C(=O)OC(C)(C)C)CC1=CC(=CC=C1)OCC1=CC=C2C=CC(=NC2=C1)NC(C)=O.C[SiH]1N([SiH](N([SiH](N1C=C)C)C=C)C)C=C trimethyl-trivinyl-Cyclotrisilazane tert-butyl-(6-(((3-((2-acetamidoquinolin-7-yl)methoxy)benzyl)(tert-butoxycarbonyl)amino)methyl)pyridin-2-yl)(tert-butoxycarbonyl)carbamate